C(CCCCC)C=1OC(=CC(C1)C1=CC(=C(C=C1)O)OC)C 4-(2-hexyl-6-methyl-4H-pyran-4-yl)-2-methoxyphenol